4-ISOPROPOXYBENZALDEHYDE C(C)(C)OC1=CC=C(C=O)C=C1